2-(2,2,2-trifluoroethyl)-2,5,7,9-tetrahydro-1,6-methanopyrido[1,2-b][1,2,5]triazonine-10-carboxamide FC(CC1C=CCN2CC=3N(N1C2)C=C(CC3)C(=O)N)(F)F